4-(allylamino)-2-(((S)-2,3,4,5-tetrahydro-3-hydroxybenzo[b][1,4]oxazepin-7-yl)amino)pyrimidine-5-carboxamide C(C=C)NC1=NC(=NC=C1C(=O)N)NC1=CC2=C(OC[C@H](CN2)O)C=C1